4-chloro-3-fluoro-2-(2-methylpyrazol-3-yl)-6-(tetrahydro-1H-pyrrol-1-yl)benzene-1-carbonitrile ClC1=C(C(=C(C(=C1)N1CCCC1)C#N)C=1N(N=CC1)C)F